(1R,2S)-2-[3-{[3-(benzyloxy)-2-isopropylbenzoyl]amino}-4-(trifluoromethyl)phenyl]cyclopropanecarboxylic acid C(C1=CC=CC=C1)OC=1C(=C(C(=O)NC=2C=C(C=CC2C(F)(F)F)[C@@H]2[C@@H](C2)C(=O)O)C=CC1)C(C)C